ClC1=C(C=CC=C1)S(=O)(=O)N1CC(N(CC1)S1C(=NN=C1)C1=CC(=C(C(=O)N(C)C)C=C1)F)C 4-(S-(4-(2-chlorophenylsulfonyl)-2-methylpiperazin-1-yl)-1,3,4-thiadiazol-2-yl)-2-fluoro-N,N-dimethylbenzamide